di-tert-butyl 2,2'-((2-acetoxy-4-cyanobenzyl)azanediyl)diacetate C(C)(=O)OC1=C(CN(CC(=O)OC(C)(C)C)CC(=O)OC(C)(C)C)C=CC(=C1)C#N